C1(=C(C(=CC=C1)O)C)C(C)C o-cymenol